CN1N=NC(=C1CNC1=NC=CC(=N1)C1=NC=CC=C1)C1=CC=C(C=N1)OCC1CC(CC1)C(=O)O 3-(((6-(1-methyl-5-(((4-(pyridin-2-yl)pyrimidin-2-yl)amino)methyl)-1H-1,2,3-triazol-4-yl)pyridin-3-yl)oxy)methyl)cyclopentane-1-carboxylic acid